OC1=C(C(=O)C2=CC=CC=C2)C=CC(=C1)OCCOC(C(=C)C)=O 2-hydroxy-4-(methacryloxy-ethoxy)benzophenone